2-(2-chloroethoxy)-5-(2-(3-cyano-4-((4-(methylsulfonyl)oxazol-5-yl)methoxy)phenyl)propan-2-yl)benzonitrile ClCCOC1=C(C#N)C=C(C=C1)C(C)(C)C1=CC(=C(C=C1)OCC1=C(N=CO1)S(=O)(=O)C)C#N